2-Methyl-4-(4-nitrophenyl)-5-phenyloxazole CC=1OC(=C(N1)C1=CC=C(C=C1)[N+](=O)[O-])C1=CC=CC=C1